S(=O)(=O)(C1=CC=C(C)C=C1)N1CC(C2=C(CC1)C=CC=C2)=O 3-tosyl-2,3,4,5-tetrahydro-1H-benzo[d]azepin-1-one